3-(3,4-dihydroxyphenyl)serine OC=1C=C(C=CC1O)C([C@H](N)C(=O)O)O